BrC1=CC=C(C=C1)C1C(=NOC1)C1=CC=C(C=C1)[N+](=O)[O-] (4-bromophenyl)-3-(4-nitrophenyl)-isoxazoline